FC=1C=C(C=CC1F)N1C(N(C=C(C1=O)C(=O)NC1=CC(=C(C=C1)OC1=C2C(=NC=C1)NN=C2N[C@H](COC)C)F)C(C)C)=O (S)-3-(3,4-difluoro-phenyl)-N-(3-fluoro-4-((3-((1-methoxypropan-2-yl)amino)-1H-pyrazolo[3,4-b]pyridin-4-yl)oxy)phenyl)-1-isopropyl-2,4-dioxo-1,2,3,4-tetrahydro-pyrimidine-5-carboxamide